CC(CCCCCCNC(=O)C=1N=C(OC1)C1C(C2CCC1O2)CC2=C(C=CC=C2)CCC(=O)O)(C)C 2-[[3-[4-[[(7,7-dimethyloctyl)-amino]carbonyl]-2-oxazolyl]-7-oxabicyclo[2.2.1]hept-2-yl]-methyl]benzenepropanoic acid